ClC=1C(=C(C=CC1)CNC([C@H](CO)NC(CN1N=C(C2=CC=CC=C12)C(=O)N)=O)=O)F (S)-1-(2-((1-((3-chloro-2-fluorophenylmethyl)amino)-3-hydroxy-1-oxoprop-2-yl)amino)-2-oxoethyl)-1H-indazole-3-carboxamide